cyclopropyl(3-(6-(1-(difluoromethyl)-1H-pyrazol-4-yl)-7H-pyrrolo[2,3-d]pyrimidin-4-yl)-3,8-diazabicyclo[3.2.1]octan-8-yl)methanone C1(CC1)C(=O)N1C2CN(CC1CC2)C=2C1=C(N=CN2)NC(=C1)C=1C=NN(C1)C(F)F